Cl.FC1=C(C=CC=C1OC(F)(F)F)C1(C(C(CCC1)(C)O)=O)NC 2-(2-fluoro-3-(trifluoromethoxy)phenyl)-6-hydroxy-6-methyl-2-(methylamino)cyclohexane-1-one hydrochloride